N-[2-(dimethylamino)ethyl]lauramide CN(CCNC(CCCCCCCCCCC)=O)C